Allyl (6aS)-2-methoxy-12-oxo-6-((tetrahydro-2H-pyran-2-yl)oxy)-3-((triisopropylsilyl)oxy)-6,6a,7,8,9,10-hexahydrobenzo[e]-pyrido[1,2-a][1,4]diazepine-5(12H)-carboxylate COC1=CC2=C(N(C([C@H]3N(C2=O)CCCC3)OC3OCCCC3)C(=O)OCC=C)C=C1O[Si](C(C)C)(C(C)C)C(C)C